COC([C@H](CC1=CC=C(C=C1)N1C(C2(C3=CC(=CC=C13)F)CC2)=O)NC(C2=CC=CC=C2)(C2=CC=CC=C2)C2=CC=CC=C2)=O (S)-3-(4-(5'-fluoro-2'-oxospiro[cyclopropane-1,3'-indoline]-1'-yl)phenyl)-2-(tritylamino)propionic acid methyl ester